N-((1,2,3,5,6,7-hexahydro-s-indacen-4-yl)carbamoyl)-1-(3-methyl-3-(4,4,5,5-tetramethyl-1,3,2-dioxaborolan-2-yl)butyl)-1H-pyrazole-3-sulfonamide C1CCC2=C(C=3CCCC3C=C12)NC(=O)NS(=O)(=O)C1=NN(C=C1)CCC(C)(B1OC(C(O1)(C)C)(C)C)C